[Si](C)(C)(C(C)(C)C)OCCCCNC(OC(C)(C)C)=O tert-butyl (4-((tert-butyldimethylsilyl)oxy)butyl)carbamate